dipentaerythritol decanoate C(CCCCCCCCC)(=O)OCC(CO)(COCC(CO)(CO)CO)CO